4-amino-4'-fluorobiphenyl NC1=CC=C(C=C1)C1=CC=C(C=C1)F